(5,6,7,8-tetrahydroquinolin-8-yl)-N-benzyl-1,4-butanediamine N1=CC=CC=2CCCC(C12)C(CCCN)NCC1=CC=CC=C1